N1(CCCC1)CCNC(=O)OC(CCC(=O)OCC1=CC(=CC(=C1)COC(CCCCCCOC(C(CCCCCC)CCCC)=O)=O)COC(CCC(OCCCC\C=C/CC)OCCCC\C=C/CC)=O)CCCCCC 3-(((4,4-bis(((Z)-oct-5-en-1-yl)oxy)butanoyl)oxy)methyl)-5-(((7-((2-butyloctanoyl)oxy)heptanoyl)oxy)methyl)benzyl 4-(((2-(pyrrolidin-1-yl)ethyl)carbamoyl)oxy)decanoate